O1CCC12CCC2 oxaspiro[3.3]heptane